(S)-3-(4-(((5-Hydroxy-1,2,3,4-tetrahydronaphthalen-2-yl)(propyl)amino)methyl)piperidine-1-carbonyl)benzamide OC1=C2CC[C@@H](CC2=CC=C1)N(CCC)CC1CCN(CC1)C(=O)C=1C=C(C(=O)N)C=CC1